N1=CC(=CC=C1)C1=CC=C(C=C1)C1=CC(=CC(=C1)C1=CC=C(C=C1)C=1C=NC=CC1)C1=CC=C(C=C1)C=1C=NC=CC1 1,3,5-Tri(4-pyrid-3-ylphenyl)benzene